CN1CCN(CC1)C=1C=CC2=C(NC(=N2)C2=NNC3=CC=C(C=C23)NS(=O)(=O)C=C)C1 N-(3-(6-(4-methylpiperazin-1-yl)-1H-benzimidazol-2-yl)-1H-indazol-5-yl)ethenesulfonamide